1-Methyl-2-(6-trifluoromethyl-benzothiazol-2-ylamino)-1H-benzoimidazole-5-carboxylic acid ((R)-1-methyl-2-morpholin-4-yl-2-oxo-ethyl)-amide C[C@H](C(=O)N1CCOCC1)NC(=O)C1=CC2=C(N(C(=N2)NC=2SC3=C(N2)C=CC(=C3)C(F)(F)F)C)C=C1